OC=1C=C2CC[C@@H]([C@@H](C2=CC1)C1=CC=C(C=C1)N1CCC(CC1)C=O)C=1C=C2CCCCC2=CC1 1-[4-[(1R,2S)-6-hydroxy-2-tetralin-6-yl-tetralin-1-yl]phenyl]piperidine-4-carbaldehyde